3-(2,4-Dioxotetrahydropyrimidin-1(2H)-yl)-4-methoxy-N-(2-(2-(2-oxoethoxy)ethoxy)ethyl)benzamide O=C1N(CCC(N1)=O)C=1C=C(C(=O)NCCOCCOCC=O)C=CC1OC